OCC1=CC=CC(=N1)C(C(=O)NC=1SC(=CN1)C(F)(F)F)C1=NNC=C1 [6-(hydroxymethyl)pyridin-2-yl]-1H-pyrazol-3-yl-N-[5-(trifluoromethyl)-1,3-thiazol-2-yl]acetamide